(R)-5-ethyl-8,8-dimethyl-5-(3-(1,3,5-trimethyl-1H-pyrazol-4-yl)phenyl)-5,8,9,10-tetrahydrobenzo[b][1,8]naphthyridin-6(7H)-one C(C)[C@@]1(C2=C(NC=3N=CC=CC13)CC(CC2=O)(C)C)C2=CC(=CC=C2)C=2C(=NN(C2C)C)C